OC1=CC=C(C=C1)C(\C=C\C1=CC(=C(C=C1)OCCC)OC)=O (E)-1-(4-Hydroxyphenyl)-3-(3-methoxy-4-propoxyphenyl)prop-2-en-1-one